C1(CC1)S(=O)(=O)N1CC(C1)C(=O)NCC(F)(F)F 1-(cyclopropylsulfonyl)-N-(2,2,2-trifluoroethyl)azetidine-3-carboxamide